N(=[N+]=[N-])CCOCCOCCOCCOCCOC1=CC=C(C2=CC=CC=C12)C1=CC=C(C=C1)[C@H](CC(=O)OC)NC(CNC(CCCCNC1=NC=CC(=C1)C)=O)=O methyl (3S)-3-[4-[4-[2-[2-[2-[2-(2-azidoethoxy)ethoxy]ethoxy]ethoxy]ethoxy]-1-naphthyl]phenyl]-3-[[2-[5-[(4-methyl-2-pyridyl)amino]pentanoylamino]acetyl]amino]propanoate